2-((dimethylamino)methyl)-7-(3-fluoro-4-(trifluoromethyl)phenyl)-N-(isoquinolin-6-yl)-5-methyl-4,7-dihydropyrazolo[1,5-a]pyrimidine-6-carboxamide CN(C)CC1=NN2C(NC(=C(C2C2=CC(=C(C=C2)C(F)(F)F)F)C(=O)NC=2C=C3C=CN=CC3=CC2)C)=C1